aluminum tri-secbutoxide CC([O-])CC.CC([O-])CC.CC([O-])CC.[Al+3]